COC1=C(C=CC(=C1)OC)N1C(C=C(C2=C1N=C(N=C2)NC2=CC=C(C=C2)N(C)CCN(C)C)C#C)=O 8-(2,4-dimethoxyphenyl)-2-((4-((2-(dimethylamino)ethyl)(methyl)amino)phenyl)amino)-5-ethynylpyrido[2,3-d]pyrimidin-7(8H)-one